2-(4-methylphenylsulfonyl)phenol CC1=CC=C(C=C1)S(=O)(=O)C1=C(C=CC=C1)O